FC1=CC=C(C(=O)NC2=C(C(=O)NCCN3CCOCC3)C=CC=C2)C=C1 2-[(4-Fluorobenzoyl)amino]-N-(2-morpholin-4-ylethyl)benzamid